N1=C(N=C(C2=C1C=CN=C2)O)O pyrido[4,3-d]-pyrimidine-2,4-diol